(R)-4-benzyl-3-((1S,2S,3S,5S)-2-hydroxybicyclo[3.1.0]hexane-3-carbonyl)oxazolidin-2-one C(C1=CC=CC=C1)[C@H]1N(C(OC1)=O)C(=O)[C@@H]1[C@H]([C@H]2C[C@H]2C1)O